Phenanthridinone C1=CC=C2C(=C1)C3C=CC=CC3=NC2=O